C(C)OC(=O)C=1CCOCC1C#N 5-cyano-3,6-dihydro-2H-pyran-4-carboxylic acid ethyl ester